1-(3-chlorobenzyl)-1H-1,2,3-triazole ClC=1C=C(CN2N=NC=C2)C=CC1